C1(CC1)C(=O)NC1=CC(=C(N=N1)C(=O)NC([2H])([2H])[2H])NC1=NC=CC=2C=3C([C@H](N(C12)C)COC)=NN(N3)C (S)-6-(cyclopropanecarboxamido)-4-((4-(methoxymethyl)-2,5-dimethyl-4,5-dihydro-2H-[1,2,3]triazolo[4,5-c][1,7]naphthyridin-6-yl)amino)-N-(methyl-d3)pyridazine-3-carboxamide